methyl 6-bromo-2-[4-[(2,2,2-trifluoroacetyl)oxymethyl]cyclohexyl]-1,3-benzoxazole-5-carboxylate BrC1=CC2=C(N=C(O2)C2CCC(CC2)COC(C(F)(F)F)=O)C=C1C(=O)OC